C(C)(C)(C)OC(=O)[C@@H]1N[C@H]([C@]([C@H]1C1=CC(=CC=C1)Cl)(C#N)C1=C(C=C(C=C1)Cl)F)CC1(CCCCC1)C (2R,3R,4R,5S)-4-(4-chloro-2-fluorophenyl)-3-(3-chlorophenyl)-4-cyano-5-((1-methylcyclohexyl)methyl)pyrrolidine-2-carboxylic acid tert-butyl ester